CC(=S)[N-]C(=S)C N,N-dimethyl-thiocarbonyl-amide